BrC=1C=C(C=NC1)C1N(CCC1)C(=O)C=1SC(=CN1)C1=NC(=CN=C1)OCC 2-{2-[2-(5-bromopyridin-3-yl)pyrrolidine-1-carbonyl]-1,3-thiazol-5-yl}-6-ethoxypyrazine